BrC(C(=O)OCCCCCCCCCCCCCCCCCCCC)CCC eicosyl 2-bromovalerate